BrC=1N=C2N(N1)[C@@H](C[C@H]2O)C2=CC=CC=C2 trans-2-bromo-5-phenyl-6,7-dihydro-5H-pyrrolo[1,2-b][1,2,4]triazol-7-ol